6-chloro-4-[4-hydroxy-4-[(1R)-1-[5-(trifluoromethoxy)-2-pyridyl]ethyl]-1-piperidyl]-1-methyl-2-oxo-quinoline-3-carboxylic acid ClC=1C=C2C(=C(C(N(C2=CC1)C)=O)C(=O)O)N1CCC(CC1)([C@H](C)C1=NC=C(C=C1)OC(F)(F)F)O